BrC1=C2C=NN(C2=CC=C1)C1=CC(=C(CN(C(OC(C)(C)C)=O)C[C@H]2NC(CC2)=O)C(=C1)OC)OC tert-butyl (S)-(4-(4-bromo-1H-indazol-1-yl)-2,6-dimethoxybenzyl)((5-oxopyrrolidin-2-yl)methyl)carbamate